N-(4-((cyclopropylmethyl)amino)pyrimidin-5-yl)-2-(phenylamino)pyrimidine-4-carboxamide C1(CC1)CNC1=NC=NC=C1NC(=O)C1=NC(=NC=C1)NC1=CC=CC=C1